OC1=CC=C(C=C1)C=1N=CN(C1)C(=O)OC(C)(C)C tert-butyl 4-(4-hydroxyphenyl)-1H-imidazole-1-carboxylate